O1C[C@H](C2=C1C=CC=C2)N (S)-2,3-dihydrobenzofuran-3-amine